CN1CCC(CC1)CN1CCOC2=C1C=CC(=C2)N 4-[(1-methyl-4-piperidyl)methyl]-2,3-dihydro-1,4-benzoxazin-7-amine